2,5-dimethylheptamethylenediisocyanate CC(CN=C=O)CCC(CCN=C=O)C